5-methoxy-2-methylpyrimidin-4-amine COC=1C(=NC(=NC1)C)N